(S)-4-(4-acryloyl-2-methylpiperazin-1-yl)-7-(2-fluorophenyl)-1-(2-isopropyl-4-methylpyridin-3-yl)-2-oxo-1,2-dihydroquinazoline-6-carbonitrile C(C=C)(=O)N1C[C@@H](N(CC1)C1=NC(N(C2=CC(=C(C=C12)C#N)C1=C(C=CC=C1)F)C=1C(=NC=CC1C)C(C)C)=O)C